C1(=CC=C(C=C1)C(CCC)=O)C1=CC=CC=C1 1-([1,1'-Biphenyl]-4-yl)butan-1-one